5-(3-(3,5-Dichlorophenyl)-4-methyl-5-phenyl-1H-pyrrol-2-yl)-1H-tetrazol ClC=1C=C(C=C(C1)Cl)C1=C(NC(=C1C)C1=CC=CC=C1)C1=NN=NN1